ethyl 4-(3-{[4-(1H-imidazole-2-amido)-1-methylpyrrol-2-yl]formamido} propanamido)-1-methylimidazole-2-carboxylate N1C(=NC=C1)C(=O)NC=1C=C(N(C1)C)C(=O)NCCC(=O)NC=1N=C(N(C1)C)C(=O)OCC